4-fluoro-N-(2'-(4-(hydroxymethyl)piperidin-1-yl)-[4,4'-bipyridin]-2-yl)benzamide FC1=CC=C(C(=O)NC2=NC=CC(=C2)C2=CC(=NC=C2)N2CCC(CC2)CO)C=C1